2-chloro-11H-benzo[b]fluorene ClC=1C=CC=2C=3C=C4C(=CC3CC2C1)C=CC=C4